ClC1=CC2=C(N(C(N=C2N2[C@H](CN([C@@H](C2)C)C(C=C)=O)C)=O)C=2C(=NC=CC2C)C(C)C)N=C1C1=C(C(=CC=C1)F)Cl (M)-6-Chloro-7-(2-chloro-3-fluoro-phenyl)-4-[(2S,5R)-2,5-dimethyl-4-prop-2-enoyl-piperazin-1-yl]-1-(2-isopropyl-4-methyl-3-pyridyl)pyrido[2,3-d]pyrimidin-2-one